COC(=O)C=1SC(=CC1C1CCN(CC1)C)N(C1=NC=CC(=C1)[N+](=O)[O-])C(=O)OC(C)(C)C 5-{[(tert-butoxy)carbonyl](4-nitropyridin-2-yl)amino}-3-(1-methylpiperidin-4-yl)thiophene-2-carboxylic acid methyl ester